(S,E)-5-(2-(3-(2-ethoxy-1,1,1,3,3,3-hexafluoropropan-2-yl)-1-(2-(6-methylpyridin-3-yl)propan-2-yl)pyrrolidin-3-yl)vinyl)benzo[c][1,2,5]oxadiazole C(C)OC(C(F)(F)F)(C(F)(F)F)[C@]1(CN(CC1)C(C)(C)C=1C=NC(=CC1)C)/C=C/C1=CC=2C(=NON2)C=C1